C(#N)C=1C=CC=C2NC[C@@H](NC12)[C@@H](C1=CC=CC=C1)NC[C@H](C)C=1C=C(C=CC1)CC(=O)N |&1:21| 2-(3-((R and S)-1-(((R)-((R)-8-cyano-1,2,3,4-tetrahydroquinoxalin-2-yl)(phenyl)methyl)amino)propan-2-yl)phenyl)acetamide